C(C)(=O)O[C@H]1[C@@H](O[C@@H]([C@H]1O)CO)N1C(=O)NC(=O)C(=C1)CO O-acetyl-5-hydroxymethyluridine